C(C)(C)(C)OC(=O)N1C[C@@H]([C@H](CC1)O)[C@H]1N2C(C3=CC=CC=C13)=CN=C2 (3R,4S)-tert-Butyl-4-hydroxy-3-((R)-5H-imidazo[5,1-a]isoindol-5-yl)piperidin-1-carboxylat